(2R)-3-(((2,3-bis((3-((tert-butoxycarbonyl)(isobutyl)amino)propanoyl)oxy)-propoxy)(hydroxy)phosphoryl)oxy)propane-1,2-diyl ditetradecanoate C(CCCCCCCCCCCCC)(=O)OC[C@H](COP(=O)(O)OCC(COC(CCN(CC(C)C)C(=O)OC(C)(C)C)=O)OC(CCN(CC(C)C)C(=O)OC(C)(C)C)=O)OC(CCCCCCCCCCCCC)=O